N-(3-bromo-4-fluorophenyl)-N'-hydroxy-4-((2-(4-(carbamoyl)-1H-1,2,3-triazol-1-yl)ethyl)amino)-1,2,5-oxadiazole-3-carboxamidine BrC=1C=C(C=CC1F)NC(=NO)C1=NON=C1NCCN1N=NC(=C1)C(N)=O